COC1=NC(=NC=N1)C=1C=CC=C(C1)O 5-(4-methoxy-1,3,5-triazin-2-yl)phenol